tert-butyl (E)-3-(5-(((tert-butylsulfinyl)imino)methyl)-6-methoxypyridin-3-yl)-4,4-difluoropiperidine-1-carboxylate C(C)(C)(C)S(=O)\N=C\C=1C=C(C=NC1OC)C1CN(CCC1(F)F)C(=O)OC(C)(C)C